2-amino-2-(4-chlorophenyl)-N-(8,9-difluoro-6-oxo-1,4,5,6-tetrahydro-2H-pyrano[3,4-c]isoquinolin-1-yl)-N-methylacetamide NC(C(=O)N(C)C1COCC=2NC(C=3C=C(C(=CC3C21)F)F)=O)C2=CC=C(C=C2)Cl